5-(benzyloxy)-4-ethyl-6-formyl-1,3-phenylene bis(4-methylbenzenesulfonate) CC1=CC=C(C=C1)S(=O)(=O)OC1=CC(=C(C(=C1C=O)OCC1=CC=CC=C1)CC)OS(=O)(=O)C1=CC=C(C=C1)C